5-(Propan-2-ylamino)-1-[trans-4-(pyridin-2-yloxy)cyclohexyl]-5,6-dihydro-4H-[1,2,4]triazolo[4,3-a][1]benzazepin CC(C)NC1CC=2N(C3=C(C1)C=CC=C3)C(=NN2)[C@@H]2CC[C@H](CC2)OC2=NC=CC=C2